COCOC=1C=CC2=C(C=CC=C2C1)C#C[Si](C(C)C)(C(C)C)C(C)C.[K] potassium 3-methoxymethyloxy-8-((triisopropylsilyl)ethynyl)naphthalene